(R)-5-(2-(dimethylamino)ethoxy)-N-(1-(2-(1-(methoxymethyl)-1H-pyrazol-4-yl)quinolin-4-yl)ethyl)-2-methylbenzamide CN(CCOC=1C=CC(=C(C(=O)N[C@H](C)C2=CC(=NC3=CC=CC=C23)C=2C=NN(C2)COC)C1)C)C